N-(propargyl-oxy)-4-((4-((2-(dimethylphosphoryl)phenyl)amino)-5-(trifluoromethyl)pyrimidin-2-yl)amino)benzamide C(C#C)ONC(C1=CC=C(C=C1)NC1=NC=C(C(=N1)NC1=C(C=CC=C1)P(=O)(C)C)C(F)(F)F)=O